ClC1=NC=C(C(=N1)NC=1C(=C2C=NC(=NC2=CC1)CC)P(C)(C)=O)Cl (6-((2,5-dichloropyrimidin-4-yl)amino)-2-ethylquinazolin-5-yl)dimethylphosphine oxide